C[C@@H]1C(=O)[C@@H]([C@@H]([C@H](O1)OP(=O)(O)OP(=O)(O)OC[C@@H]2[C@H]([C@H]([C@@H](O2)N3C=NC4=C3N=C(NC4=O)N)O)O)O)O The molecule is a GDP-sugar having 4-dehydro-6-deoxy-alpha-D-mannose as the sugar portion. It has a role as an Escherichia coli metabolite and a mouse metabolite. It derives from a GDP-alpha-D-mannose. It is a conjugate acid of a GDP-4-dehydro-6-deoxy-alpha-D-mannose(2-).